(R)-1-(thiophen-3-yl)-1,2,3,4-tetrahydroisoquinoline hydrochloride Cl.S1C=C(C=C1)[C@@H]1NCCC2=CC=CC=C12